2-(3,4-dimethoxyphenyl)-3-methyl-5-(1-((tetrahydro-2H-pyran-4-yl)methyl)piperidin-4-yl)-1H-indole COC=1C=C(C=CC1OC)C=1NC2=CC=C(C=C2C1C)C1CCN(CC1)CC1CCOCC1